C(C)(=O)C=1N=NN(C1C)C1=C(C=CC=C1)\C=C\C(C(C)(C)C)=O (E)-1-(2-(4-acetyl-5-methyl-1H-1,2,3-triazol-1-yl)phenyl)-4,4-dimethylpent-1-en-3-one